[Hf].[Sn] tin-hafnium